BrCC=1C=C(C(=C(C1)F)Cl)F 5-(bromomethyl)-2-chloro-1,3-difluorobenzene